OC1=CC=C(C=C1)C(C1=CC=CC=C1)C1=CC=C(C=C1)O bis-(4-hydroxyphenyl)phenylmethane